[2-(tert-butyl-dimethyl-silanyloxy)-1-methyl-ethyl]-[4-(tert-butyl-dimethyl-silanyloxy)-phenyl]-phenyl-amine C(C)(C)(C)[Si](OCC(C)N(C1=CC=CC=C1)C1=CC=C(C=C1)O[Si](C)(C)C(C)(C)C)(C)C